ClC=1C(=CC2=C(C[C@](O2)(C2=CC=CC=C2)CNC[C@@H](C)O)C1C1=C(C(=O)N)C=CC(=C1F)OC(F)F)F 2-((2S,4S)-5-chloro-6-fluoro-2-((((R)-2-hydroxypropyl)amino)methyl)-2-phenyl-2,3-dihydrobenzofuran-4-yl)-4-(difluoromethoxy)-3-fluorobenzamide